(E)-3-(4-(benzyloxy)-3-methoxyphenyl)-1-phenylprop-2-en-1-one C(C1=CC=CC=C1)OC1=C(C=C(C=C1)/C=C/C(=O)C1=CC=CC=C1)OC